C(C)(C)(C)OC(N(C)C=1C(N(C(=CC1)C(F)(F)F)OC)=O)=O N-[1-methoxy-2-oxo-6-(trifluoromethyl)-3-pyridinyl]-N-methyl-carbamic acid tert-butyl ester